(Z)-6-((2,6-dimethoxybenzyl)sulfonyl)-2-(4-hydroxy-2,6-dimethoxybenzylidene)-2H-benzo[b][1,4]thiazin-3(4H)-one COC1=C(CS(=O)(=O)C2=CC3=C(S\C(\C(N3)=O)=C/C3=C(C=C(C=C3OC)O)OC)C=C2)C(=CC=C1)OC